tert-butyl 6-(piperidin-4-yloxy)-2-azaspiro[3.3]heptane-2-carboxylate N1CCC(CC1)OC1CC2(CN(C2)C(=O)OC(C)(C)C)C1